4-{2-fluoro-4-[(1S)-1-({8-[(2S)-3-methylbutan-2-yl]-7-oxo-7,8-dihydropyrido[2,3-d]pyrimidin-2-yl}amino)ethyl]phenyl}piperazine-1-carboxylic acid benzyl ester C(C1=CC=CC=C1)OC(=O)N1CCN(CC1)C1=C(C=C(C=C1)[C@H](C)NC=1N=CC2=C(N1)N(C(C=C2)=O)[C@@H](C)C(C)C)F